3-(6-(4-fluoro-3-hydroxyphenoxy)pyridin-2-yl)-N,N-dimethylbenzenesulfonamide FC1=C(C=C(OC2=CC=CC(=N2)C=2C=C(C=CC2)S(=O)(=O)N(C)C)C=C1)O